C(CCCCC)C=1C=C2C(=CC(=NC2=CC1)N(CC(C(=O)O)C)C)C1=CC=CC=C1 3-[(6-hexyl-4-phenylquinolin-2-yl)(methyl)amino]-2-methylpropionic acid